COC1=C(NC=2N=C(N=NC2C(=O)NC)NC=2C=NN(C2)C2CCNCC2)C=CC=C1C1=NN(C=N1)C 5-[2-methoxy-3-(1-methyl-1,2,4-triazol-3-yl)anilino]-N-methyl-3-[[1-(4-piperidinyl)pyrazol-4-yl]amino]-1,2,4-triazine-6-carboxamide